3-(15,15,15-trifluoropentadecoxy)propyl dihydrogen phosphate P(=O)(OCCCOCCCCCCCCCCCCCCC(F)(F)F)(O)O